methyl {[6-(benzyloxy)-2-{[(tert-butoxycarbonyl)(2-methylpropyl)amino]methyl}-4-fluoro-2,3-dihydro-1-benzofuran-5-yl]amino}acetate C(C1=CC=CC=C1)OC1=CC2=C(CC(O2)CN(CC(C)C)C(=O)OC(C)(C)C)C(=C1NCC(=O)OC)F